C(C)(C)(C)OC(CN1CCN(CCN(CC1)CC(OC(C)(C)C)=O)CC1=CC=C(C=C1)CC(=O)O)=O 2-[4-[[4,7-bis(2-tert-butoxy-2-oxo-ethyl)-1,4,7-triazonan-1-yl]methyl]phenyl]acetic acid